FC1([C@@H]([C@@H](N(C1)C(C(CO)(C)C)=O)CC=1C(=C(C=CC1)C1=CC=CC=C1)F)NS(N(C)C)(=O)=O)F N'-[(2S,3R)-4,4-difluoro-2-[(2-fluoro[1,1'-biphenyl]-3-yl)methyl]-1-(3-hydroxy-2,2-dimethylpropanoyl)pyrrolidin-3-yl]-N,N-dimethylsulfuric diamide